(E)-1-(3-methylsulfonylmethoxy-4-difluoromethoxy-styryl)-2,6-dimethylpyridin-4(1H)-one CS(=O)(=O)COC=1C=C(/C=C/N2C(=CC(C=C2C)=O)C)C=CC1OC(F)F